[C-]#N.C(CCC)[NH+]1C=CC=C1 N-butylpyrrolium cyanide